FC1(OC=2C(=CC3=C(N=C(S3)NC([C@H](C)N3CC(C(CC3)(F)F)C3=CC(=[N+](C=C3)[O-])C(CO)O)=O)C2)O1)F 4-(1-((S)-1-((2,2-difluoro-[1,3]dioxolo[4',5':4,5]benzo[1,2-d]thiazol-6-yl)amino)-1-oxopropan-2-yl)-4,4-difluoropiperidin-3-yl)-2-(1,2-dihydroxyethyl)pyridine 1-oxide